CN(C1CCC12CCN(CC2)C(=O)[C@H](CC(C)C)N2C([C@@H](NCC2)CC(C)C)=O)C (S)-1-[(S)-1-({1-(Dimethylamino)-7-aza-7-spiro[3.5]nonyl}carbonyl)-3-methylbutyl]-3-isobutyl-2-piperazinone